COC1CCC2=C(NC(=N2)C=2C(=C(C(=O)C3C(CCNC3)C3(C#N)CC=CC=C3)C=CC2C)C)C1 1-(5-(6-methoxy-4,5,6,7-tetrahydro-1H-benzo[d]imidazol-2-yl-2,4-dimethylbenzoyl)piperidin-4-yl)benzonitrile